methyl 5-vinyl-1H-pyrrolo[2,3-b]pyridine-4-carboxylate C(=C)C1=C(C2=C(N=C1)NC=C2)C(=O)OC